1-(4-((4-cyclohexyl-3-(trifluoromethyl)phenoxy)methyl)-3-methylbenzyl)azetidine-3-carboxylic acid C1(CCCCC1)C1=C(C=C(OCC2=C(C=C(CN3CC(C3)C(=O)O)C=C2)C)C=C1)C(F)(F)F